(R)-4-(3-(4,4,5,5-tetramethyl-1,3,2-dioxaborolan-2-yl)phenyl)-2-(thiazol-2-yl)but-3-yn-2-ol tert-butyl-(2S)-3-(4-aminophenyl)-2-[tertbutoxycarbonyl(methyl)amino]propanoate C(C)(C)(C)[C@](C(=O)O[C@](C)(C#CC1=CC(=CC=C1)B1OC(C(O1)(C)C)(C)C)C=1SC=CN1)(CC1=CC=C(C=C1)N)N(C)C(=O)OC(C)(C)C